1-(5-Fluoro-4-ethoxypyridin-2-yl)ethane-1-ol FC=1C(=CC(=NC1)C(C)O)OCC